2-(3-(methoxymethyl)-5-vinylphenyl)acetonitrile COCC=1C=C(C=C(C1)C=C)CC#N